C(C1=CC=CC=C1)N(C(OC(C)(C)C)=O)CC#C tert-Butyl benzyl(prop-2-yn-1-yl)carbamate